2-[1-(2-Indan-2-yl-6-methyl-4-oxo-chromen-8-yl)ethylamino]benzoic acid C1C(CC2=CC=CC=C12)C=1OC2=C(C=C(C=C2C(C1)=O)C)C(C)NC1=C(C(=O)O)C=CC=C1